aminoethoxyethoxyacetic acid NCCOCCOCC(=O)O